6-(3,5-dimethylpyrazol-1-yl)-2-[1-(4-fluoro-1,3-benzothiazol-2-yl)piperidin-4-yl]pyridazin-3-one CC1=NN(C(=C1)C)C=1C=CC(N(N1)C1CCN(CC1)C=1SC2=C(N1)C(=CC=C2)F)=O